(2R)-2-(3-{5-chloro-2-[(oxan-4-yl)amino]pyrimidin-4-yl}-5-oxo-5H,6H,7H-pyrrolo[3,4-b]pyridin-6-yl)-N-[(1S)-2-hydroxy-1-(3-methoxyphenyl)ethyl]propanamide ClC=1C(=NC(=NC1)NC1CCOCC1)C=1C=C2C(=NC1)CN(C2=O)[C@@H](C(=O)N[C@H](CO)C2=CC(=CC=C2)OC)C